(1-hydroxy-1,2-dihydronaphthalen-2-yl)-5-methyl-2-oxo-3-phenylindoline-1-carboxylate OC1C(C=CC2=CC=CC=C12)OC(=O)N1C(C(C2=CC(=CC=C12)C)C1=CC=CC=C1)=O